(2R)-N-[(1S)-2-hydroxy-1-(3-methylphenyl)-ethyl]-2-(6-{2-[(oxan-4-yl)amino]pyrimidin-4-yl}-1-oxo-2,3-dihydro-1H-isoindol-2-yl)propanamide OC[C@H](C1=CC(=CC=C1)C)NC([C@@H](C)N1C(C2=CC(=CC=C2C1)C1=NC(=NC=C1)NC1CCOCC1)=O)=O